(Z)-1-(3,3-difluoroazetidin-1-yl)-3-(3-(3-hydroxy-5-(trifluoromethyl)phenyl)-1H-1,2,4-triazol-1-yl)prop-2-en-1-one FC1(CN(C1)C(\C=C/N1N=C(N=C1)C1=CC(=CC(=C1)C(F)(F)F)O)=O)F